O=C1NC(CCC1C1=NN(C2=C(C=CC=C12)OCC(=O)NC1=NC=NN1C)C)=O 2-((3-(2,6-Dioxopiperidin-3-yl)-1-methyl-1H-indazol-7-yl)oxy)-N-(1-methyl-1H-1,2,4-triazol-5-yl)acetamide